6,7-dichloro-5-(3-fluoro-2-pyridyl)-1,3-dihydro-1,4-benzodiazepin-2-one hydrazone ClC1=C(C=CC2=C1C(=NCC(N2)=NN)C2=NC=CC=C2F)Cl